C(CCCCCCC)[N+](C)(CCCCCCCC)CCCCCCCC tri-n-octylmethylammonium